C1(CC1)C([C@@H](C(=O)NC1=NC(=C(C=C1)C=1C(=NNC1C)C)C(F)F)NC(=O)C=1N(N=CC1)CC)C1CC1 N-[(1S)-1-(dicyclopropylmethyl)-2-[[6-(difluoromethyl)-5-(3,5-dimethyl-1H-pyrazol-4-yl)-2-pyridyl]amino]-2-oxo-ethyl]-2-ethyl-pyrazole-3-carboxamide